P(O)(O)(=O)N.C(C1=CC=CC=C1)S(=O)(=O)N(P(O)(O)=O)S(=O)(=O)CC.P(OS(=O)(=O)C1=CC=C(C)C=C1)(O)(=O)N tosyl phosphoramidate benzylsulfonyl-ethylsulfonyl-phosphoramidate phosphoramidate